4-(hydroxymethyl)-3-(2-methyl-1H-benzimidazol-5-yl)benzoic acid OCC1=C(C=C(C(=O)O)C=C1)C1=CC2=C(NC(=N2)C)C=C1